CCC[C@@H]1N(CCC1)[C@@H](C(=O)N)CC (S)-2-(R)-3-propylpyrrolidin-1-yl-butyramide